C(C1=CC=CC=C1)OC[C@H](OC=1C=2N(C=C(C1)C=1N=NN(C1C)C1CC(C1)O)N=CC2)C2=NC=C(C=C2)F (1R,3r)-3-[4-[4-[2-benzyloxy-1-(5-fluoro-2-pyridinyl)ethoxy]pyrazolo[1,5-a]pyridin-6-yl]-5-methyl-triazol-1-yl]cyclobutanol